4-[4-[3-Bromo-4-[(2R)-1-(5-fluoro-2-pyridyl)-2,3-dihydroxy-propoxy]pyrazolo[1,5-a]pyridin-6-yl]-5-methyl-triazol-1-yl]piperidine-1-carbonitrile BrC=1C=NN2C1C(=CC(=C2)C=2N=NN(C2C)C2CCN(CC2)C#N)OC([C@@H](CO)O)C2=NC=C(C=C2)F